C1=CC=CC=2C3=CC=CC=C3OP(C12)=O 9,10-di-hydro-9-oxa-10-phosphaphenanthrene-10-oxide